tert-butyl (S,E)-(4-((1-((3-((3-carbamoyl-5-ethyl-6-(isopropyl(methyl)amino)pyrazin-2-yl)amino)phenethyl)amino)-1-oxopropan-2-yl)(methyl)amino)-4-oxobut-2-en-1-yl)(methyl)carbamate C(N)(=O)C=1C(=NC(=C(N1)CC)N(C)C(C)C)NC=1C=C(CCNC([C@H](C)N(C(/C=C/CN(C(OC(C)(C)C)=O)C)=O)C)=O)C=CC1